6-allyl-7-(1-acetyl-2-hydroxy-1-propenyl)-1-p-methyl-benzenesulfonyl-2,3,4,5-tetrahydro-1H-azepine C(C=C)C=1CCCCN(C1C(=C(C)O)C(C)=O)S(=O)(=O)C1=CC=C(C=C1)C